ClC1=C(C=C(C=C1)C1(C(C(=O)O)(C=CC(C1(F)F)F)F)F)N1C(NC(CC1)=O)=O.NC=1C(=NC(=C(N1)F)Br)C1=CC=C2C=NC=NC2=C1 7-(3-amino-6-bromo-5-fluoropyrazin-2-yl)quinazolin 4-chloro-3-(2,4-Dioxotetrahydropyrimidin-1(2H)-yl)pentafluorophenylbenzoate